4-(4-methoxy-2-methylthiazolo[5',4':5,6]benzo[1,2-d]oxazol-7-yl)-3-methyl-4-oxobutanoic acid COC1=CC2=C(C=3N=C(OC31)C)N=C(S2)C(C(CC(=O)O)C)=O